C(C1=CC=CC=C1)OC1=NC=C(C(=O)NC(C(=O)O)\C=C\C(C)(C)C)C=C1 (E)-2-[6-(benzyloxy)nicotinoylamino]-5,5-dimethyl-3-hexenoic acid